C(C)(C)(C)C1CCN(CC1)C(C(=O)Cl)=O 2-(4-(tert-butyl)piperidin-1-yl)-2-oxoacetyl chloride